[(2S)-pyrrolidin-2-yl]methylsulfanylphosphonic acid N1[C@@H](CCC1)CSP(O)(O)=O